CN1N=C(C(=C1)NC=O)O[C@H]1[C@H](OC1)C N-(1-methyl-3-(((2R,3R)-2-methyloxetan-3-yl)oxy)-1H-pyrazol-4-yl)carboxamide